2-Methyl-3-(trifluoromethyl)benzoic acid [(2R)-3-(3-ethyl-4-oxo-spiro[6,8-dihydro-5H-pyrazolo[4,3-c]azepin-7,4'-tetrahydropyran]-1-yl)-2-methyl-propyl] ester C(C)C1=NN(C2=C1C(NCC1(CCOCC1)C2)=O)C[C@H](COC(C2=C(C(=CC=C2)C(F)(F)F)C)=O)C